3-chloro-2-(methylamino)pyridin-4-thiol ClC=1C(=NC=CC1S)NC